Cl.Cl.N1CC(C1)N1CCC(CC1)C=1C=C2CN(C(C2=CC1)=O)C1C(NC(CC1)=O)=O 3-(5-(1-(azetidin-3-yl)piperidin-4-yl)-1-oxoisoindolin-2-yl)piperidine-2,6-dione dihydrochloride